(S)-(4-(difluoromethyl)-2-(2-hydroxypropan-2-yl)oxazol-5-yl)(4-(7-fluoro-5-methylbenzo[d]oxazol-2-yl)-6,7-dihydro-1H-imidazo[4,5-c]pyridin-5(4H)-yl)methanone FC(C=1N=C(OC1C(=O)N1[C@@H](C2=C(CC1)NC=N2)C=2OC1=C(N2)C=C(C=C1F)C)C(C)(C)O)F